N[C@@H](C(=O)NC1=CC=C(C=C1)C1=C2C(=NC=C1)NC=C2)[C@@H](CC)C (2R,3R)-2-Amino-3-methyl-N-[4-(1H-pyrrolo[2,3-b]pyridin-4-yl)phenyl]pentanamide